1-(1-methylpyrazol-4-ylsulfonyl)piperidin-4-amine CN1N=CC(=C1)S(=O)(=O)N1CCC(CC1)N